4,15-diazaoctadecane-1,3,16,18-tetracarboxylate C(CC(NCCCCCCCCCCNC(CCC(=O)[O-])C(=O)[O-])C(=O)[O-])C(=O)[O-]